C(C)(=O)C1=CC2=C(C(=CO2)N2C(CCCC2=O)=O)C=C1F (6-acetyl-5-fluoro-benzofuran-3-yl)piperidine-2,6-dione